BrC1=CC=2C(OCC3=NN(C=C3C3=C(C=C(C(NS(C(=C1OC)C2)(=O)=O)=C3)Cl)F)C(F)F)=O 12-bromo-18-chloro-4-(difluoromethyl)-20-fluoro-13-methoxy-15,15-dioxo-8-oxa-15λ6-thia-4,5,16-triazatetracyclo[15.3.1.110,14.02,6]docosa-1(20),2,5,10(22),11,13,17(21),18-octaen-9-one